pentamethyl-16-(pyridin-2-ylmethyl)-1,4,7,11,14-pentaazacyclooctadecane CN1CCN(CCCN(CCN(CCN(CCC(C1)CC1=NC=CC=C1)C)C)C)C